3-(isoquinolin-4-yl)-1-(3-methoxy-6-(trifluoromethyl)pyridin-2-yl)-2-oxoimidazoline-4-carbonitrile C1=NC=C(C2=CC=CC=C12)N1C(N(CC1C#N)C1=NC(=CC=C1OC)C(F)(F)F)=O